COC(=O)C1=NN(C(C=C1)=O)C1=CC(=CC=C1)C1=NOC(=C1)[Si](C)(C)C 6-oxo-1-[3-(5-trimethylsilyl-isoxazol-3-yl)phenyl]pyridazine-3-carboxylic acid methyl ester